N-(((2S,4S)-4-(aminomethyl)pyrrolidin-2-yl)methyl)-4,4''-difluoro-[1,1':3',1''-terphenyl]-5'-carboxamide dihydrochloride Cl.Cl.NC[C@@H]1C[C@H](NC1)CNC(=O)C=1C=C(C=C(C1)C1=CC=C(C=C1)F)C1=CC=C(C=C1)F